2-[({2-amino-6-[(2-imino-5-methyl-2,3-dihydro-1,3-oxazol-3-yl)methyl]phenyl}carbamothioyl)-amino]-2-[3-(trifluoromethoxy)phenyl]propyl 2,2-dimethylpropanoate CC(C(=O)OCC(C)(C1=CC(=CC=C1)OC(F)(F)F)NC(NC1=C(C=CC=C1CN1C(OC(=C1)C)=N)N)=S)(C)C